OC1CC2N(C=3N=CC(=CC13)C(F)(F)F)CCN(C2)C(CCOC[C@H](C)NC2=C(C(NN=C2)=O)C(F)(F)F)=O 5-(((2S)-1-(3-(5-hydroxy-3-(trifluoromethyl)-5,6,6a,7,9,10-hexahydro-8H-pyrazino[1,2-a][1,8]naphthyridin-8-yl)-3-oxopropoxy)prop-2-yl)amino)-4-(trifluoromethyl)pyridazin-3(2H)-one